propanedioic acid [(4-methoxyphenyl)-methylene]-bis(1,2,2,6,6-pentamethyl-4-piperidinyl)ester COC1=CC=C(C=C1)C1C2C(N(C(CC2OC(CC(=O)OC2C1C(N(C(C2)(C)C)C)(C)C)=O)(C)C)C)(C)C